IC1=CC=C(C(=O)Br)C=C1 4-Iodobenzoyl bromide